FC1(CCC(CC1)CN1[C@H](C[C@@H](CC1)CC1=CC=2N(C=C1)N=CC2N2C(NC(C(=C2)C)=O)=O)C)F 1-(5-(((2S,4R)-1-((4,4-difluorocyclohexyl)methyl)-2-methylpiperidin-4-yl)methyl)pyrazolo[1,5-a]pyridin-3-yl)-5-methylpyrimidine-2,4(1H,3H)-dione